1-(9H-fluoren-9-yl)-29,30-dimethyl-3,6,28-trioxo-2,10,13,16,19,22,25-heptaoxa-4,7,29-triazahentriacontan-31-oate C1=CC=CC=2C3=CC=CC=C3C(C12)COC(NCC(NCCOCCOCCOCCOCCOCCOCCC(N(C(C(=O)[O-])C)C)=O)=O)=O